1-[(4-methoxyphenyl)methyl]-5-methyl-3-nitro-pyrazole COC1=CC=C(C=C1)CN1N=C(C=C1C)[N+](=O)[O-]